4'-(4-Hydroxybutyl)-5-(4-(4-(trifluoromethyl)phenyl)-1H-1,2,3-triazol-1-yl)-[1,1'-biphenyl]-3-carboxylic acid OCCCCC1=CC=C(C=C1)C1=CC(=CC(=C1)N1N=NC(=C1)C1=CC=C(C=C1)C(F)(F)F)C(=O)O